CN1[C@H]2CN([C@@H](C1)C2)C(CC)=O [(1R,4R)-5-methyl-2,5-diazabicyclo[2.2.1]heptan-2-yl]propan-1-one